BrC1=C2CCNC(C2=C(C=C1)[N+](=O)[O-])=O 5-bromo-8-nitro-3,4-dihydroisoquinoline-1(2H)-one